C(C)(C)(C)[Si](O[C@@H]1CCC=2C1=NC=C(C2Cl)C#N)(C)C (7R)-7-{[tert-butyl-(dimethyl)silyl]oxy}-4-chloro-6,7-dihydro-5H-cyclopenta[b]pyridine-3-carbonitrile